ClC=1C=C2C(=NC(=NC2=C(C1C1=C2C=NNC2=C(C=C1)Cl)F)N1CC(C1)N(C)C)N1C[C@H](N(C[C@@H]1C)C(C=C)=O)C 1-((2R,5S)-4-(6-chloro-7-(7-chloro-1H-indazol-4-yl)-2-(3-(dimethylamino)azetidin-1-yl)-8-fluoroquinazolin-4-yl)-2,5-dimethylpiperazin-1-yl)prop-2-en-1-one